2,7-bis(methyldiphenylsilyl)-9-(2-((tetrahydro-2H-pyran-2-yl)oxy)-5-(2,4,4-trimethylpentan-2-yl)phenyl)-9H-carbazole C[Si](C1=CC=2N(C3=CC(=CC=C3C2C=C1)[Si](C1=CC=CC=C1)(C1=CC=CC=C1)C)C1=C(C=CC(=C1)C(C)(CC(C)(C)C)C)OC1OCCCC1)(C1=CC=CC=C1)C1=CC=CC=C1